(S,E)-2-((1-(naphthalen-2-yl)ethylidene)amino)tetrahydroimidazo[1,5-a]pyridine-1,3(2H,5H)-dione C1=C(C=CC2=CC=CC=C12)\C(\C)=N\N1C(N2[C@@H](CCCC2)C1=O)=O